ClC=1C(=NC(=NC1)NC1CCOCC1)C1=CC=C2CN(C(C2=C1)=O)CC(=O)N[C@H](CO)C1=NC(=CC=C1)N1CCN(CC1)C 2-(6-{5-chloro-2-[(oxan-4-yl)amino]pyrimidin-4-yl}-1-oxo-2,3-dihydro-1H-isoindol-2-yl)-N-[(1S)-2-hydroxy-1-[6-(4-methylpiperazin-1-yl)pyridin-2-yl]ethyl]acetamide